(R)-3-(5-(trifluoromethyl)pyridin-2-yloxy)pyrrolidine-1-carboxylic acid tert-butyl ester C(C)(C)(C)OC(=O)N1C[C@@H](CC1)OC1=NC=C(C=C1)C(F)(F)F